2,2'-bis(diindolylphosphino-oxy)-1,1'-biphenyl N1C(=CC2=CC=CC=C12)P(OC1=C(C=CC=C1)C1=C(C=CC=C1)OP(C=1NC2=CC=CC=C2C1)C=1NC2=CC=CC=C2C1)C=1NC2=CC=CC=C2C1